C(C)(C)(C)C1=CC(C=CC1=O)(C)O 6-tertiary butyl-4-hydroxy-4-methyl-2,5-cyclohexadien-1-one